5-benzyl-pyrimidin-2-amine C(C1=CC=CC=C1)C=1C=NC(=NC1)N